(R)-N-(3-(8-(6,6-difluoro-1-methyl-1,4-diazepan-5-yl)-3-(2,2,2-trifluoroethyl)imidazo[1,2-a]pyridin-2-yl)prop-2-yn-1-yl)-2-methoxy-4-(methylsulfonyl)aniline FC1([C@H](NCCN(C1)C)C=1C=2N(C=CC1)C(=C(N2)C#CCNC2=C(C=C(C=C2)S(=O)(=O)C)OC)CC(F)(F)F)F